5-((4,6-difluoro-5-(4'-((4-(2-(methylsulfonyl)ethyl)piperazin-1-yl)methyl)-[1,1'-biphenyl]-4-yl)-1H-benzo[d]imidazol-2-yl)oxy)-2-methylbenzoic acid FC1=C(C(=CC=2NC(=NC21)OC=2C=CC(=C(C(=O)O)C2)C)F)C2=CC=C(C=C2)C2=CC=C(C=C2)CN2CCN(CC2)CCS(=O)(=O)C